2-[(2S,5R)-4-(2,2-dimethylpropanoyl)-5-methyl-2-phenyl-piperazin-1-yl]-2-oxo-N-(1-tetrahydropyran-2-ylpyrazolo[3,4-c]pyridin-4-yl)acetamide CC(C(=O)N1C[C@@H](N(C[C@H]1C)C(C(=O)NC1=C2C(=CN=C1)N(N=C2)C2OCCCC2)=O)C2=CC=CC=C2)(C)C